(S)-6-chloro-7-(2,6-dimethylphenyl)-4-(2-methyl-4-(2,3,4,5-tetrafluoro-6-(methylsulfonyl)benzyl)piperazin-1-yl)quinoline (R)-tert-Butyl-(piperidin-3-ylmethyl)carbamate C(C)(C)(C)N(C(O)=O)C[C@H]1CNCCC1.ClC=1C=C2C(=CC=NC2=CC1C1=C(C=CC=C1C)C)N1[C@H](CN(CC1)CC1=C(C(=C(C(=C1S(=O)(=O)C)F)F)F)F)C